ClC1=C(C(=CC=C1)Cl)C=1N=C2C=3C=C(C=NC3C=CN2C1C(=O)N)C=1C=NNC1 2-(2,6-dichlorophenyl)-9-(1H-pyrazol-4-yl)imidazo[2,1-f][1,6]naphthyridine-3-carboxamide